3-[(3'-fluoro-4-fluorobiphenyl-3-carbonyl)amino]phenoxyacetic acid isopropyl ester C(C)(C)OC(COC1=CC(=CC=C1)NC(=O)C=1C=C(C=CC1F)C1=CC(=CC=C1)F)=O